1-[(E)-1,2-difluoro-2-iodovinyl]-4-pentylbenzene F\C(=C(\I)/F)\C1=CC=C(C=C1)CCCCC